CCCCCCCCCCCCCCCCCCCC(=O)NCCO The molecule is an N-(long-chain-acyl)ethanolamine that is the ethanolamide of eicosanoic acid. It is a N-(long-chain-acyl)ethanolamine and a N-(saturated fatty acyl)ethanolamine. It derives from an icosanoic acid.